[Si](C)(C)(C(C)(C)C)OC[C@@H]1[C@H]([C@H]([C@@H](O1)N1C=2N=C(NC(C2N=C1)=O)O)O)OP1(SCCS1)=S 9-((2R,3R,4S,5R)-5-(((tert-butyldimethylsilyl)oxy)methyl)-3-hydroxy-4-((2-sulfido-1,3,2-dithiaphospholan-2-yl)oxy)tetrahydrofuran-2-yl)-2-hydroxy-1,9-dihydro-6H-purin-6-one